C(C)C1=CC=C(C=C1)N1N=CC(=C1)C=1C=C2C(=CNC2=CC1)NS(=O)(=O)CC1OCCC1 N-{5-[1-(4-ethylphenyl)-1H-pyrazol-4-yl]-1H-indol-3-yl}-1-(oxolan-2-yl)methanesulfonamide